C(CCC)PC1=C(C(=CC=C1OC)C)C1=C(C=C(C=C1C(C)C)C(C)C)C(C)C butylphosphino-3-methoxy-6-methyl-2',4',6'-triisopropyl-1,1'-biphenyl